FC1=CC=C(CNC2=NNS(C3=C2C=CC=C3)(=O)=O)C=C1 4-(4-fluorobenzylamino)-1,2,3-benzothiadiazine-1,1-dioxide